4-Amino-3,5-dinitrobenzoic acid NC1=C(C=C(C(=O)O)C=C1[N+](=O)[O-])[N+](=O)[O-]